6-chloro-2-methyl-4-vinyl-2H-indazol-5-amine ClC=1C(=C(C2=CN(N=C2C1)C)C=C)N